2-(trimethylsilyl)phenyl-trifluoromethanesulfonic acid C[Si](C1=C(C=CC=C1)OS(=O)(=O)C(F)(F)F)(C)C